Cl.FC1=C(OC2CC3(C2)CNCCC3)C=C(C=C1)F 2-(2,5-difluorophenoxy)-6-azaspiro[3.5]nonane hydrochloride